FC1=C(C=CC(=C1F)C=1C=NN(C1C)CCOC)C1=CN=C(N1C)C(=O)N 5-[2,3-difluoro-4-[1-(2-methoxyethyl)-5-methyl-pyrazol-4-yl]phenyl]-1-methyl-imidazole-2-carboxamide